BrC1=CC=C(C=C1)C1=CC=CC2=C1OC1=C2C=CC=C1 4-(4'-bromophenyl)dibenzofuran